trifluoromethyl-pyridine FC(F)(F)C1=NC=CC=C1